CC1(CC2C(CC1)O2)COC(=O)C2CC1C(CC2)(O1)C 4-epoxy-1-methylcyclohexanecarboxylic acid 3,4-epoxy-1-methylcyclohexyl-methyl ester